C(C1=CC(=C(N)C(=C1)CC)CC)C1=CC(=C(N)C(=C1)CC)CC 4,4'-methylenebis[2,6-diethylaniline]